1-{6-[4-({(1R)-1-[3-(1,1-difluoro-2-hydroxyethyl)-2-fluorophenyl]ethyl}amino)-2-methyl-7-(trifluoromethyl)pyrido[2,3-d]pyrimidin-6-yl]-2,6-diazaspiro[3.3]heptan-2-yl}ethan-1-one FC(CO)(F)C=1C(=C(C=CC1)[C@@H](C)NC=1C2=C(N=C(N1)C)N=C(C(=C2)N2CC1(CN(C1)C(C)=O)C2)C(F)(F)F)F